(S)-1-(6-(((1S,3S)-3-((5-(Difluoromethoxy)pyrazin-2-yl)amino)cyclopentyl)amino)pyridin-3-yl)-5-oxopyrrolidine-2-carboxylic acid FC(OC=1N=CC(=NC1)N[C@@H]1C[C@H](CC1)NC1=CC=C(C=N1)N1[C@@H](CCC1=O)C(=O)O)F